N-((4'-fluoro-3-(2-methyl-2H-1,2,3-triazol-4-yl)-[1,1'-biphenyl]-4-yl)methyl)acrylamide FC1=CC=C(C=C1)C1=CC(=C(C=C1)CNC(C=C)=O)C1=NN(N=C1)C